O=C1C(O)=C(O)[C@H](O1)[C@@H](O)CO R-ascorbic acid